silver cadmium zinc telluride [Te-2].[Zn+2].[Cd+2].[Ag+]